C1(=C(C=CC=C1)C(C)N)C(C)N 1,1'-(1,2-phenylene)bis(ethan-1-amine)